ClCC=1N(C=2N(C(N=C(C2N1)N1[C@H](CN([C@@H](C1)CC)C(C)C=1C=C2N=C(C=NC2=CC1)C)C)=O)C)C 8-(chloromethyl)-6-((2S,5R)-5-ethyl-2-methyl-4-(1-(3-methylquinoxalin-6-yl)ethyl)piperazin-1-yl)-3,9-dimethyl-3,9-dihydro-2H-purin-2-one